[(pyrimidin-2-yl)oxy]pyridine-3-carboxamide N1=C(N=CC=C1)OC1=NC=CC=C1C(=O)N